N1=C(N=CC=C1)N1C(C=2CCC(CC2C=N1)=O)=O 2-(pyrimidin-2-yl)-7,8-dihydrophthalazine-1,6(2H,5H)-dione